(R)-1'-(5-Amino-1-(3-chlorobenzyl)-1H-pyrazole-4-carbonyl)-6-chloro-5-fluorospiro[benzo[d][1,3]oxazine-4,3'-piperidin]-2(1H)-one NC1=C(C=NN1CC1=CC(=CC=C1)Cl)C(=O)N1C[C@@]2(CCC1)C1=C(NC(O2)=O)C=CC(=C1F)Cl